B(OCO)(OCO)[O-] bis(hydroxymethyl) borate